tert-butyl (S)-3-((4-((4-([1,2,4]triazolo[1,5-a]pyridin-7-yloxy)-3-methylphenyl)amino)pyrido[3,2-d]pyrimidin-6-yl)amino)piperidine-1-carboxylate N=1C=NN2C1C=C(C=C2)OC2=C(C=C(C=C2)NC=2C1=C(N=CN2)C=CC(=N1)N[C@@H]1CN(CCC1)C(=O)OC(C)(C)C)C